4-(((benzyloxy)carbonyl)amino)bicyclo[2.2.2]octane-1-carboxylic acid C(C1=CC=CC=C1)OC(=O)NC12CCC(CC1)(CC2)C(=O)O